C1(CC1)C(=O)NC=1N=C(C=2N(C1)C=C(N2)C(=O)O)C=2OC(=CC2)C 6-(cyclopropanecarbonylamino)-8-(5-methylfuran-2-yl)imidazo[1,2-a]pyrazine-2-carboxylic acid